FC1=C(C=CC(=C1)F)C(=O)N1CCC2(C(N3[C@H](O2)CC[C@H]3C3=CC(=CC(=C3)F)F)=O)CC1 (5'S,7a'R)-1-(2,4-difluoro-benzene-1-carbonyl)5'-(3,5-difluorophenyl)tetra-hydro-3'H-spiro[piperidine-4,2'-pyrrolo[2,1-b]-[1,3]oxazol]-3'-one